C=1SC=C2C=CC=CC12 Isobenzothiophen